FC(C=1C=C(C=C(C1)C(F)(F)F)P(C1=CC(=CC(=C1)C(F)(F)F)C(F)(F)F)C1=CC(=CC(=C1)C(F)(F)F)C(F)(F)F)(F)F tri[3,5-bis(trifluoromethyl)phenyl]phosphine